3-(2,5-Dioxo-2,5-dihydro-1H-pyrrol-1-yl)-N-{15-[(2,5-dioxopyrrolidin-1-yl)oxy]-15-oxo-3,6,9,12-tetraoxapentadec-1-yl}propanamid O=C1N(C(C=C1)=O)CCC(=O)NCCOCCOCCOCCOCCC(=O)ON1C(CCC1=O)=O